1-benzyl-N-[4-methyl-2-(morpholinomethyl)-5-oxo-7,8-dihydro-6H-pyrazolo[1,5-a][1,3]diazepin-6-yl]-1,2,4-triazole-3-carboxamide C(C1=CC=CC=C1)N1N=C(N=C1)C(=O)NC1C(N(C=2N(CC1)N=C(C2)CN2CCOCC2)C)=O